FC(CN1CCC(CC1)C1=C(C2=C(N=CC=3C=CC(=CC23)C=2C=NN(C2)C)N1)C)F 2-(1-(2,2-difluoroethyl)piperidin-4-yl)-1-methyl-8-(1-methyl-1H-pyrazol-4-yl)-3H-pyrrolo[2,3-c]isoquinoline